CC1C(=NNC(C1)=O)C1=CC=C(C=C1)NC(=N)NCCC (4-(4-methyl-6-oxo-1,4,5,6-tetrahydropyridazin-3-yl)phenyl)-3-propylguanidine